C1(CC1)C1=C(C=CC(=C1)N1CC2(C1)CNC2)NC2=NC=C(C(=N2)C2=CC1=C(C(N(CCS1(=O)=O)C1COC1)=O)S2)C(F)(F)F 7-(2-((2-cyclopropyl-4-(2,6-diazaspiro[3.3]heptan-2-yl)phenyl)amino)-5-(trifluoromethyl)pyrimidin-4-yl)-4-(oxetan-3-yl)-3,4-dihydrothieno[2,3-f][1,4]thiazepin-5(2H)-one 1,1-dioxide